COC=1C(=CC2=C(N=C(S2)NC(C(C2=CC(=CC=C2)S(=O)(=O)C2=CC=C(C=C2)F)OC2=CC=C(C=C2)C#N)=O)C1)OC N-(5,6-dimethoxybenzothiazol-2-yl)-2-(4-cyanophenoxy)-2-{3-[(4-fluorophenyl)sulfonyl]phenyl}acetamide